4-(2-(4-(3-(dimethylamino)propoxy)phenylsulfonylamino)ethyl)benzoic acid CN(CCCOC1=CC=C(C=C1)S(=O)(=O)NCCC1=CC=C(C(=O)O)C=C1)C